NC=1N=NC(=CC1N1CCN(CC1)CC1=C(C=NC=C1)N1C(NC(CC1)=O)=O)C1=C(C=CC=C1)O 1-(4-((4-(3-amino-6-(2-hydroxyphenyl)pyridazin-4-yl)piperazin-1-yl)methyl)pyridin-3-yl)dihydropyrimidine-2,4(1H,3H)-dione